2,9-difluoro-4-methoxy-3-(3-methylpiperazin-1-yl)-5-cyclopropyl-5H-indolo[3,2-c]quinoline FC=1C=C2C=3C(=CN(C2=C(C1N1CC(NCC1)C)OC)C1CC1)C1=CC=C(C=C1N3)F